2-[4-(5-amino-1,3,4-thiadiazol-2-yl)piperidin-1-yl]-3-bromobenzonitrile NC1=NN=C(S1)C1CCN(CC1)C1=C(C#N)C=CC=C1Br